nonane naphthalene-2,7-disulfonate C1=C(C=CC2=CC=C(C=C12)S(=O)(=O)O)S(=O)(=O)O.CCCCCCCCC